(1R,3R,4R,7S)-3-(6-aminopurin-9-yl)-1-[[bis(4-methoxyphenyl)-phenyl-methoxy]methyl]-5-(1,5-dimethyl-1,2,4-triazol-3-yl)-2-oxa-5-azabicyclo[2.2.1]heptane NC1=C2N=CN(C2=NC=N1)[C@@H]1O[C@]2(CN([C@@H]1C2)C2=NN(C(=N2)C)C)COC(C2=CC=CC=C2)(C2=CC=C(C=C2)OC)C2=CC=C(C=C2)OC